(rac)-2'-{6-amino-5-[4-(cyclopropanesulfonyl)phenyl]pyridin-3-yl}-N-ethyl-5',6'-dihydrospiro[pyrrolidine-3,4'-pyrrolo[1,2-b]pyrazole]-1-carboxamide NC1=C(C=C(C=N1)C=1C=C2N(N1)CC[C@]21CN(CC1)C(=O)NCC)C1=CC=C(C=C1)S(=O)(=O)C1CC1 |r|